(1s,2s)-N-(8-amino-6-(4-cyanopyridin-3-yl)-2,7-naphthyridin-3-yl)-2-fluorocyclopropanecarboxamide NC=1N=C(C=C2C=C(N=CC12)NC(=O)[C@H]1[C@H](C1)F)C=1C=NC=CC1C#N